CC1=C(C=C(C(=O)NCC=2C=NC(=CC2)C(F)(F)F)C=C1)NS(=O)(=O)C1=CC=C(C=C1)C 4-methyl-3-((4-methylphenyl)sulfonylamino)-N-((6-(trifluoromethyl)pyridin-3-yl)methyl)benzamide